Natrium Cinnamat C(C=CC1=CC=CC=C1)(=O)[O-].[Na+]